C(C1=CC=CC=C1)NC(C1=C(C=CC=C1)NCC=1N=C2N(C(C1)=O)C(=CS2)C)=O N-benzyl-2-(((3-methyl-5-oxo-5H-thiazolo[3,2-a]pyrimidin-7-yl)methyl)amino)benzamide